N-[(1R)-1-[3-[5-[(Cyclopentylamino)methyl]-2-thienyl]phenyl]ethyl]-2-methyl-5-(4-methylpiperazin-1-yl)benzamide dihydrochloride salt Cl.Cl.C1(CCCC1)NCC1=CC=C(S1)C=1C=C(C=CC1)[C@@H](C)NC(C1=C(C=CC(=C1)N1CCN(CC1)C)C)=O